(β-aminoethyl)-γ-aminopropyltrimethoxysilane NCCCO[Si](OC)(OC)CCCN